ClC(C(F)(F)F)C=1NC=C(N1)CC1=CC=NC=C1 4-([2-(1-chloro-2,2,2-trifluoroethyl)-1H-imidazol-4-yl]methyl)pyridine